1-phenyl-3-[[3-(4-pyridyl)-1-bicyclo[1.1.1]pentanyl]amino]propan-1-ol C1(=CC=CC=C1)C(CCNC12CC(C1)(C2)C2=CC=NC=C2)O